3-(3,5-Dichlorophenyl)-9,9-diphenyl-9H-xanthene ClC=1C=C(C=C(C1)Cl)C=1C=CC=2C(C3=CC=CC=C3OC2C1)(C1=CC=CC=C1)C1=CC=CC=C1